C(C)(C)(C)OC(=O)N1C2CN(CC1CC2)C2=C1C(=NC=C2F)NC(=C1)C1=CC(=NC=C1)OC 3-(5-fluoro-2-(2-methoxypyridin-4-yl)-1H-pyrrolo[2,3-b]pyridin-4-yl)-3,8-diazabicyclo[3.2.1]octane-8-carboxylic acid tert-butyl ester